1-[(4-methoxyphenyl)methyl]-3-(trifluoromethyl)-5,6-dihydro-cyclopenta[c]pyrazol-4-one COC1=CC=C(C=C1)CN1N=C(C2=C1CCC2=O)C(F)(F)F